N,N'-di-β-naphthylcarbodiimide C1=C(C=CC2=CC=CC=C12)N=C=NC1=CC2=CC=CC=C2C=C1